4-Cyanophenyl chlorosulfate S(=O)(=O)(OC1=CC=C(C=C1)C#N)Cl